ethyl 2-[4-hydroxy-1-[4-nitro-2-(trifluoromethyl)phenyl]-4-piperidyl]acetate OC1(CCN(CC1)C1=C(C=C(C=C1)[N+](=O)[O-])C(F)(F)F)CC(=O)OCC